Propyl-1,4-dimethylazulene C(CC)C1=C(C2=CC=CC=C(C2=C1)C)C